2-[2-(1-{4-[3-(5-Tert-butyl-2H-pyrazol-3-yl)-ureido]-phenyl}-1H-benzimidazol-5-yloxy)-ethoxy]-ethyl-carbamic acid tert-butyl ester C(C)(C)(C)OC(NCCOCCOC1=CC2=C(N(C=N2)C2=CC=C(C=C2)NC(=O)NC=2NN=C(C2)C(C)(C)C)C=C1)=O